C(C1=CC=CC=C1)C=1C=CC=C2C=3C=CC=CC3P(C(C12)=O)=O 8-benzyl-9,10-dihydro-9-oxo-10-phosphaphenanthrene-10-oxide